2,4-diaminobenzenesulphonic acid NC1=C(C=CC(=C1)N)S(=O)(=O)O